CC1=CC=C(C=C1)S(=O)(=O)O.CC1=CC=C(C=C1)S(=O)(=O)O.N[C@H](C(=O)O[C@@H]1C[C@H]2N(CCC3=CC(=C(C=C23)OC)OC)C[C@H]1CC(C)C)C(C)C (S)-(2R,3R,11bR)-3-Isobutyl-9,10-dimethoxy-2,3,4,6,7,11b-hexahydro-1H-pyrido[2,1-a]isoquinolin-2-yl 2-amino-3-methylbutanoate di(4-methylbenzenesulfonate)